ClC1=CC=C(C=C1)S(=O)(=O)NC=1C=C(C=CC1)NC(=O)N1CCN(CC1)C1=NC=CC=N1 N-(3-((4-chlorophenyl)sulfonamido)phenyl)-4-(pyrimidin-2-yl)piperazine-1-carboxamide